COC(=O)C12N=CN([C@]3([C@H](O)[C@H](O)[C@@H](CO)O3)C)C2=NC(=NC1=O)N 5-methoxycarbonyl-methylguanosine